OC1=NOC2=C1C(=CC=C2)N[C@H](C)C=2C=C(C=C1C(N(C(=NC21)N2CCOCC2)C)=O)C (R)-8-(1-((3-hydroxybenzo[d]isoxazol-4-yl)amino)ethyl)-3,6-dimethyl-2-morpholinoquinazolin-4(3H)-one